N1CC(CCC1)C1=CC=C(C=C1)S(=O)(=O)N1CCC(CC1)NC1=NC=C(C(=N1)O[C@@H]1COCC1)C(F)(F)F N-(1-((4-(Piperidin-3-yl)phenyl)sulfonyl)piperidin-4-yl)-4-(((S)-tetrahydrofuran-3-yl)oxy)-5-(trifluoromethyl)pyrimidin-2-amine